3-((6-fluoroquinolin-4-yl)amino)-N-(4-((2-methylpyridin-4-yl)oxy)phenyl)benzamide FC=1C=C2C(=CC=NC2=CC1)NC=1C=C(C(=O)NC2=CC=C(C=C2)OC2=CC(=NC=C2)C)C=CC1